C(=O)O.C(C)OC1=NC(=NC=C1C(=O)NC=1C=C(C=2N(C1)C=C(N2)C)OC)N(C2CCNCC2)CC 4-ethoxy-2-(ethyl(piperidin-4-yl)amino)-N-(8-methoxy-2-methylimidazo[1,2-a]pyridin-6-yl)pyrimidine-5-carboxamide formate